methylbenzeneOne CC1C(C=CC=C1)=O